C(C)(C)C=1N=C(N(C1)C1=CC(=NC=C1)OC)C 4-(4-Isopropyl-2-methyl-1H-imidazol-1-yl)-2-methoxypyridine